4,7-difluoro-1,3-dioxoisoindoline-2-carbonitrile FC1=C2C(N(C(C2=C(C=C1)F)=O)C#N)=O